1-(tert-Butyl)-3-(4,5-difluorophenyl)-5-methyl-pyrazol-4-ol C(C)(C)(C)N1N=C(C(=C1C)O)C1=CC=C(C(=C1)F)F